C(C1=CC=CC=C1)NC1=C2C(=CC(=NC2=C(C=C1)C)C=1OC2=C(C1C)C=CC=C2)C(=O)O 5-benzylamino-8-methyl-2-(3-methyl-1-benzofuran-2-yl)quinoline-4-carboxylic acid